O1CCN(CC1)S(=O)(=O)C1(CNC(=N)NC(=N)N)CC=CC=C1 1-(morpholinosulfonyl)benzylbiguanide